2-(tert-butyl)-1'-(4-methyl-1-(methylamino)isoquinoline-7-carbonyl)-5H-spiro[benzo[d]thiazole-6,4'-piperidin]-4(7H)-one C(C)(C)(C)C=1SC2=C(N1)C(CC1(CCN(CC1)C(=O)C1=CC=C3C(=CN=C(C3=C1)NC)C)C2)=O